3-(2-aminoethyl)aminopropyl-methyldimethoxysilane NCCNCCC[Si](OC)(OC)C